3-(6-(((3R,4R)-1-(5-chloro-4-((1-(2-(methylamino)ethyl)-2-oxoindolin-5-yl)amino)pyrimidin-2-yl)-3-methylpiperidin-4-yl)amino)-1-methyl-1H-indazol-3-yl)piperidine-2,6-dione ClC=1C(=NC(=NC1)N1C[C@H]([C@@H](CC1)NC1=CC=C2C(=NN(C2=C1)C)C1C(NC(CC1)=O)=O)C)NC=1C=C2CC(N(C2=CC1)CCNC)=O